(6-(4-hydroxypiperidin-1-yl)pyrazolo[1,5-a]pyridin-3-yl)methanone OC1CCN(CC1)C=1C=CC=2N(C1)N=CC2C=O